OC=1C(=NC=CC1)C=C1C(NC(C(N1)=O)=CC1=CC(=CC=C1)C(C1=CC=C(C=C1)F)=O)=O 3-((3-hydroxypyridin-2-yl)methylene)-6-(3-(4-fluorobenzoyl)benzylidene)piperazine-2,5-dione